N1N=CC(=C1)C=1C=CC(=NC1)N1C(N(C2(C1)CCN(CC2)C(C)=O)CC2=CC(=CC=C2)OC)=O 3-(5-(1H-pyrazol-4-yl)pyridin-2-yl)-8-acetyl-1-(3-methoxybenzyl)-1,3,8-triazaspiro[4.5]decan-2-one